3-bromoquinoline BrC=1C=NC2=CC=CC=C2C1